FC1(CCC(CC1)N1N=CC(=N1)[N+](=O)[O-])F 2-(4,4-difluorocyclohexyl)-4-nitro-2H-1,2,3-triazole